(2R,4R)-tert-butyl 4-((5-cyclopropyl-3-(2,6-dichlorophenyl)isoxazol-4-yl)methoxy)-2-methylpiperidine-1-carboxylate C1(CC1)C1=C(C(=NO1)C1=C(C=CC=C1Cl)Cl)CO[C@H]1C[C@H](N(CC1)C(=O)OC(C)(C)C)C